C(C)(C)(C)C=1NN2C(=CC(C=C2Cl)=O)C1 2-(Tert-butyl)-7-chloro-5-oxopyrazolo[1,5-a]pyridin